[N+](=O)([O-])C1=C(C=CC=C1)C1=CC=CC=2N(C3=CC=CC=C3C12)C1=CC=CC=C1 4-(2-nitrophenyl)-9-phenylcarbazole